O=C1NC(CC[C@@H]1N1C(C2=CC=CC(=C2C1=O)N1CCC(CC1)CN1CCC(CC1)C1=CC=C(C=C1)NC1=C2N=CN(C2=NC=N1)C1CC(C1)NC(CC1=CC=CC=C1)=O)=O)=O N-((1s,3s)-3-(6-((4-(1-((1-(2-(2,6-dioxopiperidin-3-yl)-1,3-dioxoisoindolin-4-yl)piperidin-4-yl)methyl)piperidin-4-yl)phenyl)amino)-9H-purin-9-yl)cyclobutyl)-2-phenylacetamide